ClC1=C(C(=O)C2CCN(CC2)C(=O)OC(C)(C)C)C=C(C=C1)Cl tert-butyl 4-(2,5-dichlorobenzoyl)-piperidine-1-carboxylate